FC1(CCC2=C1N=C(N=C2C2=CC=C(C=C2)CC(=O)N2CCN(CC2)C(=O)OC(C)(C)C)N2[C@H](CC2)C)F tert-butyl (S)-4-(2-(4-(7,7-difluoro-2-(2-methylazetidin-1-yl)-6,7-dihydro-5H-cyclopenta[d]pyrimidin-4-yl)phenyl)acetyl)piperazin-1-carboxylate